[4-methyl-3-(4,4,5,5-tetramethyl-1,3,2-dioxaborolan-2-yl)phenyl]-6-azabicyclo[3.1.1]heptane-6-carboxamide CC1=C(C=C(C=C1)C12CCCC(N1C(=O)N)C2)B2OC(C(O2)(C)C)(C)C